(3E)-3-[(3-bromo-4-fluoroanilino)-nitromethylene]-4-[2-(sulfamoyl-amino)ethylamino]-1,2,5-oxadiazole BrC=1C=C(N/C(=C/2\NON=C2NCCNS(N)(=O)=O)/[N+](=O)[O-])C=CC1F